FC1=C(CN2C(C3=CC=C(C=C3C=C2)C2=CC(=CC=C2)OC)=O)C=CC=C1 2-(2-fluorobenzyl)-6-(3-methoxyphenyl)isoquinolin-1(2H)-one